F[Sb-](F)(F)(F)(F)F.C1(=CC=CC=C1)[S+](C=1SC=C(C1)C1=CC=CC=C1)C1=CC=CC=C1 diphenyl-4-phenylthienyl-sulfonium hexafluoroantimonate